5,5'-((4R,4'R)-oxybis(1,2-oxaborolane-2,4-diyl))bis(3-(4-methoxy-3-propoxyphenyl)pyridine) O(B1OC[C@H](C1)C=1C=C(C=NC1)C1=CC(=C(C=C1)OC)OCCC)B1OC[C@H](C1)C=1C=C(C=NC1)C1=CC(=C(C=C1)OC)OCCC